ClC1=C(C=CC(=C1)Cl)[C@@H]1[C@@H](CC1)NC(=O)C=1C(=NC=CC1)C(F)(F)F N-[(1r,2r)-2-(2,4-dichlorophenyl)cyclobutyl]-2-(trifluoromethyl)pyridine-3-carboxamide